N-(2-chloro-3-(trifluoromethyl)benzyl)-5-fluoro-8-hydroxy-8-((methylamino)methyl)-5,6,7,8-tetrahydroquinoline-5-carboxamide ClC1=C(CNC(=O)C2(C=3C=CC=NC3C(CC2)(CNC)O)F)C=CC=C1C(F)(F)F